FC1(CCN(CC1)C(CCCCCC(=O)NC1=CC=C(C=C1)C1C(NC(CC1)=O)=O)=O)F 7-(4,4-difluoropiperidin-1-yl)-N-(4-(2,6-dioxopiperidin-3-yl)phenyl)-7-oxoheptanamide